propane-1-sulfonic acid ammonium [NH4+].C(CC)S(=O)(=O)O